C(C)(C)(C)P(C(C)(C)C)C1=C(C(=CC=C1)C1=CC=CC=C1)N(C)C (Di-tert-butylphosphino)-N,N-dimethylbiphenyl-2-amine